C1(=CC=C(C=C1)N1CCN(CC1)C(=O)NC1(CN2CCC1CC2)C)C2=CC=CC=C2 4-([1,1'-biphenyl]-4-yl)-N-(3-methyl-quinuclidin-3-yl)piperazine-1-carboxamide